OC(C(=O)O)CCCCCCCCCCCCCC α-hydroxyhexadecanoic acid